ClC1=CC(=C2C=C(NC2=C1)C(=O)N1[C@@H]([C@@H]2[C@H](C1)CCC2)C(=O)N[C@H](C(=O)OC)C[C@H]2C(NC(C2)(C)C)=O)OC (S)-methyl 2-((1S,3aR,6aS)-2-(6-chloro-4-methoxy-1H-indole-2-carbonyl)octahydrocyclopenta[c]pyrrole-1-carboxamido)-3-((R)-5,5-dimethyl-2-oxopyrrolidin-3-yl)propanoate